C(C=C)(=O)N1[C@@H](CN(C[C@@H]1C)C=1C2=C(N(C(N1)=O)C=1C(=NC=NC1C(C)C)C(C)C)N=C(C(=C2)Cl)Cl)C 4-(4-acryloyl-cis-3,5-dimethylpiperazin-1-yl)-6,7-dichloro-1-(4,6-diisopropylpyrimidin-5-yl)pyrido[2,3-d]Pyrimidin-2(1H)-one